(trans-3-(3-cyclopropyl-4-(1H-pyrrolo[2,3-b]pyridin-1-yl)-1H-pyrazol-1-yl)cyclobutyl)methyl 4-methylbenzenesulfonate CC1=CC=C(C=C1)S(=O)(=O)OC[C@@H]1C[C@H](C1)N1N=C(C(=C1)N1C=CC=2C1=NC=CC2)C2CC2